1-chloro-3-(4-(2-(4-(2-hydroxy-3-(5-(hydroxymethyl)-1H-1,2,3-triazol-1-yl)propoxy)phenyl)propan-2-yl)-2-iodophenoxy)propan-2-ol ClCC(COC1=C(C=C(C=C1)C(C)(C)C1=CC=C(C=C1)OCC(CN1N=NC=C1CO)O)I)O